N1=C(C=CC=C1)C(=O)NC12CC3(CC(CC(C1)C3)C2)NC(=O)N2CCOCC2 Morpholine-4-carboxylic acid {3-[(pyridine-2-carbonyl)-amino]-adamantan-1-yl}-amide